(R,Z)-N-((2-(1-((tert-butyldiphenylsilyl)oxy)-2-methylpropan-2-yl)-3,6-dimethyl-4-oxo-3,4-dihydroquinazolin-8-yl)methylene)-2-methylpropane-2-sulfinamide [Si](C1=CC=CC=C1)(C1=CC=CC=C1)(C(C)(C)C)OCC(C)(C)C1=NC2=C(C=C(C=C2C(N1C)=O)C)\C=N/[S@](=O)C(C)(C)C